CN(S(=O)(=O)C=1C=C(C=CC1)B(O)O)C (3-(N,N-dimethylsulfamoyl)phenyl)boronic acid